N1=CC(=CC=C1)C1=C(C=NC=C1)C#N 3,4'-bipyridine-3'-carbonitrile